5-bromo-6-fluoronaphthalen-2-ol BrC1=C2C=CC(=CC2=CC=C1F)O